6-methyl-4-(4H-1,2,4-triazol-4-yl)pyridin CC1=CC(=CC=N1)N1C=NN=C1